7-[(2,5-dioxopyrrolidin-1-yl)oxy]-7-oxoheptanoic acid O=C1N(C(CC1)=O)OC(CCCCCC(=O)O)=O